NC1CC(C1)OC1=CC=C(C=C1)C1(CCSCC1)C1=CC=C(C=C1)O 4-(4-(4-(3-aminocyclobutoxy)phenyl)tetrahydro-2H-thiopyran-4-yl)phenol